N,N-dimethylpyrrolium C[N+]1(C=CC=C1)C